C1(=CC=CC=C1)C(C1=CC=CC=C1)OC(CCCCCCCC)=O nonanoic acid 1,1-diphenylmethyl ester